3-n-Butylaminobutan C(CCC)NC(CC)C